F[C@]1(CN(CC[C@H]1O)C1=NC=CC(=N1)NC=1N=CC2=C(N=CC(=C2C1)[C@H](C)OCC1COC1)N1[C@@H](CC1)C)C (3S,4R)-3-fluoro-3-methyl-1-(4-((8-((R)-2-methylazetidin-1-yl)-5-((S)-1-(oxetan-3-ylmethoxy)ethyl)-2,7-naphthyridin-3-yl)amino)pyrimidin-2-yl)piperidin-4-ol